4-(2-cyclopropyl-4-(difluoromethyl)thiazol-5-yl)-5-fluoro-N-(1-(methylsulfonyl)piperidin-4-yl)pyrimidin-2-amine C1(CC1)C=1SC(=C(N1)C(F)F)C1=NC(=NC=C1F)NC1CCN(CC1)S(=O)(=O)C